CC(C)OC1=CC=C(C=C1)CC(=O)Cl 2-[4-(propan-2-yloxy)phenyl]acetyl chloride